BrCCOCC(=O)OC methyl 2-(2-bromoethyloxy)-acetate